3-[2-fluoro-4-(2,3,5,6-tetrafluorophenoxy)phenyl]-1-[(R)-pyrrolidin-3-yl]-1H-pyrazolo[3,4-d]pyrimidin-4-amine FC1=C(C=CC(=C1)OC1=C(C(=CC(=C1F)F)F)F)C1=NN(C2=NC=NC(=C21)N)[C@H]2CNCC2